tert-butyl ((trans)-4-amino-1-methylcyclohexyl)carbamate NC1CCC(CC1)(C)NC(OC(C)(C)C)=O